C(C=C)(=O)N1CC(CC1)OC=1C(=CC=2C3=C(N(C(NC13)=O)C1=C(C(=C(C=C1)Cl)Cl)F)N=CN2)OC 9-((1-acryloylpyrrolidin-3-yl)oxy)-3-(3,4-dichloro-2-fluorophenyl)-8-methoxy-1H-pyrimido[4,5,6-de]quinazolin-2(3H)-one